C(C)(C)(C)OC(=O)N1CC(C1)C1=NC(=NO1)C1=CC(=C(C(=C1)F)C)N 3-(3-(3-amino-5-fluoro-4-methylphenyl)-1,2,4-oxadiazol-5-yl)azetidine-1-carboxylic acid tert-butyl ester